4-methyl-5-ethyl-1,3-dioxan-2-one CC1OC(OCC1CC)=O